ClC1=CC(=CC(=N1)N1C2CN(CC1CC2)C(=O)C2=C(C=C(C=C2)F)Cl)S(=O)(=O)N2CCN(CC2)CCC2=CC=C(C=C2)Cl [8-[6-chloro-4-[4-[2-(4-chlorophenyl)ethyl]piperazin-1-yl]sulfonyl-2-pyridyl]-3,8-diazabicyclo[3.2.1]octan-3-yl]-(2-chloro-4-fluoro-phenyl)methanone